7-n-propyl-1,4-dimethylazulene C(CC)C1=CC=C(C2=CC=C(C2=C1)C)C